2-((2-(bis(2-(azepan-1-yl)ethyl)amino)ethyl)disulfaneyl)ethan-1-ol Sodium methoxide C[O-].[Na+].N1(CCCCCC1)CCN(CCSSCCO)CCN1CCCCCC1